C(C)(C)OC(C)(C)C=1N=C(SC1)NC(=O)C=1N(C(=CC1)C)CC1=CC=NC=C1 N-(4-(2-isopropoxypropan-2-yl)thiazol-2-yl)-5-methyl-1-(pyridin-4-ylmethyl)-1H-pyrrole-2-carboxamide